CC=1C2=C(N(N1)C1=NC=CC=C1)SC(=C2)C(=O)NC2CCC(CC2)N2CCOCC2 3-methyl-N-((1r,4r)-4-morpholinocyclohexyl)-1-(pyridin-2-yl)-1H-thieno[2,3-c]pyrazole-5-carboxamide